pentylpiperazin C(CCCC)N1CCNCC1